4-(difluoromethyl)-6-({3-fluoro-4-[5-(trifluoromethyl)-1,2,4-oxadiazol-3-yl]phenyl}methoxy)pyrimidine FC(C1=NC=NC(=C1)OCC1=CC(=C(C=C1)C1=NOC(=N1)C(F)(F)F)F)F